[Sn]=[Te].[Pb] plumbum stannum telluride